(S)-2-((1-methyl-1H-pyrazolo[3,4-d]pyrimidin-4-yl)amino)-4-((2-(pyridin-2-yloxy)ethyl)(4-(5,6,7,8-tetrahydro-1,8-naphthyridin-2-yl)butyl)amino)butanoic acid CN1N=CC=2C1=NC=NC2N[C@H](C(=O)O)CCN(CCCCC2=NC=1NCCCC1C=C2)CCOC2=NC=CC=C2